P(=O)(OCCCCCCCCCCCCCCCCCC)(OCCCCCCCCCCCCCCCCCC)OCC1=CC(=C(C(=C1)C(C)(C)C)O)C(C)(C)C distearyl (3,5-di-t-butyl-4-hydroxybenzyl) phosphate